C(C)P(=O)(C)C1=NC(=C2N=CNC2=N1)N 2-[ethyl(methyl)phosphoryl]-9H-purin-6-amine